O1C2=C(OCCC1)C(=CC=C2)O[C@H]2[C@@H](CN(CC2)C2=CC(N(C=1C=CC(=NC21)C#N)C)=O)C 8-((3R,4R)-4-((3,4-dihydro-2H-benzo[b][1,4]dioxepin-6-yl)oxy)-3-methylpiperidin-1-yl)-5-methyl-6-oxo-5,6-dihydro-1,5-naphthyridine-2-carbonitrile